FC1=CC=CC2=C1N(C(=N2)C=2C(=NON2)N)CC2=CC(=NC=C2)OC 4-(7-fluoro-1-((2-methoxypyridin-4-yl)methyl)-benzimidazol-2-yl)-1,2,5-oxadiazol-3-amine